N1=NC=CC2=C1C=CO2 furo[3,2-c]pyridazine